(R)-N-(1-Methylpyrrolidin-3-yl)-5,7-diphenylpyrazolo[1,5-a]pyrimidine-2-carboxamide CN1C[C@@H](CC1)NC(=O)C1=NN2C(N=C(C=C2C2=CC=CC=C2)C2=CC=CC=C2)=C1